C(C1=CC=CC=C1)(=O)NC=1SC=C(C1C(=O)O)C1CC2=CC=CC=C2CC1 2-benzoylamino-4-tetrahydronaphthalen-2-yl-thiophene-3-carboxylic acid